BrC1=C(C=CC(=C1)C#N)CC(=O)[O-] 2-bromo-4-cyanophenylacetate